Bis(2-(6-fluoro-1H-indol-3-yl)ethyl)amine FC1=CC=C2C(=CNC2=C1)CCNCCC1=CNC2=CC(=CC=C12)F